ClC1=CC=C(OCC=2N=NN(C2)C2=C(SC=C2)C(=O)N)C=C1 3-[4-[(4-chlorophenoxy)methyl]-1H-1,2,3-triazole-1-yl]thiophene-2-formamide